[Na+].[Na+].[Na+].[Na+].C(=O)([O-])C(C(=O)[O-])N[C@@H](CCC(=O)[O-])C(=O)[O-] dicarboxymethyl-glutamic acid tetrasodium salt